(1R,2R,3aS,10aR)-2-fluoro-1-{(1E,3ξ)-3-hydroxy-3-[1-(3-thienyl)cyclobutyl]-1-propen-1-yl}-5-methyl-2,3,3a,9,10,10a-hexahydro-1H-benzo[b]cyclopenta[f]oxepin-6-carboxylic acid F[C@@H]1C[C@H]2[C@H](CCC3=C(O2)C(=C(C=C3)C(=O)O)C)[C@H]1\C=C\C(C1(CCC1)C1=CSC=C1)O